N-methyl-N-((3aR,5s,6aS)-octahydrocyclopenta[C]pyrrol-5-yl)-7-toluenesulfonyl-7H-pyrrolo[2,3-d]pyrimidin-4-amine CN(C=1C2=C(N=CN1)N(C=C2)S(=O)(=O)CC2=CC=CC=C2)C2C[C@@H]1[C@@H](CNC1)C2